N1N=NC(=C1)CN1CC(C1)C=1C=C2C(=C(NC2=CC1)C=1C(=C(C=2N(C1)N=CN2)C)C)C(C)C 6-(5-(1-((1H-1,2,3-triazol-4-yl)methyl)azetidin-3-yl)-3-isopropyl-1H-indol-2-yl)-7,8-dimethyl-[1,2,4]triazolo[1,5-a]pyridine